ClC=1C(=NC(=NC1)NC=1C=C(C=C(C1)C1CC1)CO)C1=CNC2=CC(=CC=C12)C (3-((5-chloro-4-(6-methyl-1H-indol-3-yl)pyrimidin-2-yl)amino)-5-cyclopropylphenyl)methanol